2-(2,6-dioxo-3-piperidyl)-5-[2-[2-[2-[2-[(2S)-2-methyl-4-[4-[5-(1-methylcyclopropoxy)-1H-indazol-3-yl]-2-pyridyl]piperazin-1-yl]ethoxy]ethoxy]ethoxy]ethoxy]isoindoline-1,3-dione O=C1NC(CCC1N1C(C2=CC=C(C=C2C1=O)OCCOCCOCCOCCN1[C@H](CN(CC1)C1=NC=CC(=C1)C1=NNC2=CC=C(C=C12)OC1(CC1)C)C)=O)=O